3-METHYL-1H-INDAZOLE-5-CARBALDEHYDE CC1=NNC2=CC=C(C=C12)C=O